(R)-3-(1-oxo-5-(piperazin-1-yl)isoindolin-2-yl)piperidine-2,6-dione 2-amino-1,4-benzenedicarboxylate NC1=C(C=CC(=C1)C(=O)O)C(=O)O.O=C1N(CC2=CC(=CC=C12)N1CCNCC1)[C@H]1C(NC(CC1)=O)=O